ClC=1C(=C(C(=O)NC23CC(C2)(C3)[C@H](C(=O)NC3=CC=C(C=C3)F)C)C=CC1)F 3-chloro-2-fluoro-N-[3-[(1R)-2-(4-fluoroanilino)-1-methyl-2-oxo-ethyl]-1-bicyclo[1.1.1]pentanyl]benzamide